1-(2-(((3R,5S)-1-((6-fluoro-2-methylbenzo[d]thiazol-5-yl)methyl)-5-methylpyrrolidin-3-yl)oxy)-5,7-dihydro-6H-pyrrolo[3,4-d]pyrimidin-6-yl)ethan-1-one FC1=CC2=C(N=C(S2)C)C=C1CN1C[C@@H](C[C@@H]1C)OC=1N=CC2=C(N1)CN(C2)C(C)=O